N(=[N+]=[N-])[C@@]1(CN(C[C@H]1CCCB1OC(C(O1)(C)C)(C)C)S(N[C@@H](CNC(=O)OC(C)(C)C)C)(=O)=O)C(=O)OCC1=CC=CC=C1 |r| (rac)-benzyl trans-3-azido-1-(N-((R)-1-((tert-butoxycarbonyl)amino)propan-2-yl)sulfamoyl)-4-(3-(4,4,5,5-tetramethyl-1,3,2-dioxaborolan-2-yl)propyl)pyrrolidine-3-carboxylate